NCCOCCOCCOCCOCCOCCOCCOCCOCCOCC(=O)OC(C)(C)C tert-Butyl 29-amino-3,6,9,12,15,18,21,24,27-nonaoxa-nonacosanoate